C/C=C(/CC[C@@H](C)[C@H]1CC[C@@]2([C@@]1(CCC3=C2CC[C@@H]4[C@@]3(CC[C@@H](C4(C)C)O)C)C)C)\\C(C)C The molecule is a tetracyclic triterpenoid that is (24Z)-24-ethylidenelanost-8-ene substituted by a hydroxy group at the 3beta position. It has a role as a fungal metabolite. It is a tetracyclic triterpenoid, a 14alpha-methyl steroid and a 3beta-sterol. It derives from a lanosterol.